C(C1=CC=CC=C1)N(C(C)=O)CCC1=CC=C(C=C1)C(=O)N1CCN(CC1)C1=NC2=CC=CC=C2C(N1)=O N-benzyl-N-[2-[4-[4-(4-oxo-3H-quinazolin-2-yl)piperazine-1-carbonyl]phenyl]ethyl]acetamide